tetrapropoxysilane C(CC)O[Si](OCCC)(OCCC)OCCC